ethyl 2-(7-bromobenzofuran-5-yl)-2-(2-(2-ethoxy-2-oxoethyl)phenoxy)acetate BrC1=CC(=CC=2C=COC21)C(C(=O)OCC)OC2=C(C=CC=C2)CC(=O)OCC